The molecule is an acyl-CoA(4-) resulting from the removal of all four protons from the phosphate and diphosphate groups of (25R)-3-oxocholest-4-en-26-oyl-CoA; major species at pH 7.3. C[C@H](CCC[C@@H](C)C(=O)SCCNC(=O)CCNC(=O)[C@@H](C(C)(C)COP(=O)([O-])OP(=O)([O-])OC[C@@H]1[C@H]([C@H]([C@@H](O1)N2C=NC3=C(N=CN=C32)N)O)OP(=O)([O-])[O-])O)[C@H]4CC[C@@H]5[C@@]4(CC[C@H]6[C@H]5CCC7=CC(=O)CC[C@]67C)C